cis-3-((tert-butyldimethylsilyl)oxy)-1-(2-chlorothieno[2,3-d]pyrimidin-6-yl)cyclobutyl acetate C(C)(=O)OC1(CC(C1)O[Si](C)(C)C(C)(C)C)C1=CC2=C(N=C(N=C2)Cl)S1